FC(C(=O)O)(F)F.O(C1=CC=CC=C1)C1CC(NC1)C(=O)N 4-phenoxypyrrolidine-2-carboxamide trifluoroacetate